ClC1=CC=C(C=C1)C1=C(C(N(N=C1)C=1C=NN(C1)C([2H])([2H])[2H])=O)C(=O)N[C@H]1[C@@H](CCC1)O (4-chlorophenyl)-N-((trans)-2-hydroxycyclopentyl)-2-(1-(methyl-d3)-1H-pyrazol-4-yl)-3-oxo-2,3-dihydropyridazine-4-carboxamide